(S)-4-((R)-1,1-dimethylethylsulfinylamino)-2-oxa-8-azaspiro[4.5]decane-8-carboxylic acid tert-butyl ester C(C)(C)(C)OC(=O)N1CCC2([C@@H](COC2)N[S@](=O)C(C)(C)C)CC1